(1s,4s)-4-(((6-(2-chloro-3-(2-(4-((((1r,4r)-4-hydroxycyclohexyl)amino)methyl)-3-methoxyphenyl)-3-methylpyridin-4-yl)phenyl)-2-methoxypyridin-3-yl)methyl)amino)cyclohexan-1-ol ClC1=C(C=CC=C1C1=C(C(=NC=C1)C1=CC(=C(C=C1)CNC1CCC(CC1)O)OC)C)C1=CC=C(C(=N1)OC)CNC1CCC(CC1)O